OC1=CN(C=C1)C 3-hydroxy-N-methyl-pyrrole